6-(4-methylpyrazol-1-yl)-2-azaspiro[3.3]heptane-2-carboxylic acid tert-butyl ester C(C)(C)(C)OC(=O)N1CC2(C1)CC(C2)N2N=CC(=C2)C